CC1=CC(=NN1)C1=CSC=2N=C(N=C(C21)N)NC2CC1CCCC(C2)N1S(=O)(=O)C=1C=NC=CC1 (5-methyl-1H-pyrazol-3-yl)-N2-((3-exo)-9-(pyridin-3-ylsulfonyl)-9-azabicyclo[3.3.1]non-3-yl)thieno[2,3-d]pyrimidin-2,4-diamine